2-(3-bromophenoxy)-2,2-difluoroacetic acid BrC=1C=C(OC(C(=O)O)(F)F)C=CC1